[(3R,5S,8R,9S,10S,13S,14S,17S)-17-acetyl-cyclopenta[a]phenanthren-3-yl] 2-(2-methyl propanoylamino)ethyl carbonate C(OC=1C=CC2=C3C=CC=4C(=CCC4C3=CC=C2C1)C(C)=O)(OCCNC(C(C)C)=O)=O